ethyl 3-(4-(sec-butoxy)cyclohexyl)acrylate C(C)(CC)OC1CCC(CC1)C=CC(=O)OCC